dimethyl-azidopentyl-amine CN(CCCCCN=[N+]=[N-])C